FC=1C(=C(C=CC1B1OC(C(O1)(C)C)(C)C)C=1C=NN(C1C)CCOC)C 4-[3-fluoro-2-methyl-4-(4,4,5,5-tetramethyl-1,3,2-dioxaborolan-2-yl)phenyl]-1-(2-methoxyethyl)-5-methyl-pyrazole